NC1=NC=2C=CC(=CC2C2=C1[C@H](OC2)C)C(=O)N(CC2=NC=C(C=C2)C(F)(F)F)[C@H]2CC21CCCCC1 (3R)-4-amino-3-methyl-N-((1S)-spiro[2.5]oct-1-yl)-N-((5-(trifluoromethyl)-2-pyridinyl)methyl)-1,3-dihydrofuro[3,4-c]quinoline-8-carboxamide